ClC1=C2C(=C(N=N1)N[C@@H]1CN(CC1)C(=O)OC(C)(C)C)C(N(C=C2)C)=O tert-butyl (S)-3-((1-chloro-6-methyl-5-oxo-5,6-dihydropyrido[3,4-d]pyridazin-4-yl)amino)pyrrolidine-1-carboxylate